bis(ethyl) sulfone C(C)S(=O)(=O)CC